2-Bromonicotinic acid BrC1=C(C(=O)O)C=CC=N1